4-(3,3-dimethylbutoxy)-1-(pyridin-3-yl)-1H-pyrazole-3-carboxylic acid CC(CCOC=1C(=NN(C1)C=1C=NC=CC1)C(=O)O)(C)C